NC1=NC2=CC=C(C=C2C=C1C)C(=O)N(N(C1=NC=CC=N1)C)CC1=NC=C(C=C1)C(C(F)(F)F)(F)F 2-amino-N',3-dimethyl-N-((5-(perfluoroethyl)pyridin-2-yl)methyl)-N'-(pyrimidin-2-yl)quinoline-6-carbohydrazide